CC(CC[C@@H](C(=O)O)NC(=O)C=1C=NC(=CC1)OC1=CC=CC2=C(C=CC=C12)C(NC)=O)(C)C (2S)-5,5-dimethyl-2-[[6-[[5-(methylcarbamoyl)-1-naphthyl]oxy]pyridine-3-carbonyl]amino]hexanoic acid